C(#N)/C(/C(=O)O)=C\C1=CC=CC=C1 (E)-2-cyano-3-phenylacrylic acid